C(C)C1=NC2=C(N1CC#N)C=CC=C2 (2-ethylbenzimidazole-1-yl)acetonitrile